CO[Si](CC(CCCCCCCCCCCC)[Si](OC)(OC)OC)(OC)OC 1,2-bis(trimethoxysilyl)tetradecane